C1(CCCCC1)S(=O)(=O)C1=CC=C(C=C1)S(=O)(=O)Cl 4-(cyclohexylsulfonyl)benzenesulfonyl chloride